N-((2R)-1-(3-Azabicyclo[3.2.1]octan-3-yl)propan-2-yl)-4-(5-(trifluoromethyl)-1,2,4-oxadiazol-3-yl)benzamide C12CN(CC(CC1)C2)C[C@@H](C)NC(C2=CC=C(C=C2)C2=NOC(=N2)C(F)(F)F)=O